1H-benzo[d]imidazol-5-carbonitril N1C=NC2=C1C=CC(=C2)C#N